C(C)(C)(C)OC(=O)N1CCN(CC1)C1=NC(=NC2=C(C(=C(C=C12)OC)Br)F)Cl 4-(7-bromo-2-chloro-8-fluoro-6-methoxy-quinazolin-4-yl)piperazine-1-carboxylic acid tert-butyl ester